CC=CCCCC methyl-hexene